O=C1N(C(=CN=C1NCCC1=CC=CC=C1)C1=CC=CC=C1)CC(=O)NCC1=CC2=C(CNCC2)S1 2-(2-Oxo-3-(phenethylamino)-6-phenylpyrazin-1(2H)-yl)-N-((4,5,6,7-tetrahydrothieno[2,3-c]pyridin-2-yl)methyl)acetamide